3-(4-[(2S,4Z)-2-(hydroxymethyl)-4-(methoxyimino)pyrrolidine-1-carbonyl]-2-(methyl-d3-oxy)phenyl)-2-methylbenzonitrile OC[C@H]1N(C\C(\C1)=N/OC)C(=O)C1=CC(=C(C=C1)C=1C(=C(C#N)C=CC1)C)OC([2H])([2H])[2H]